(S)-2-amino-3-(5-bromo-4-chloroquinolin-8-yl)propionic acid methyl ester COC([C@H](CC=1C=CC(=C2C(=CC=NC12)Cl)Br)N)=O